N1C(=CC=C1)C=O Pyrrole-2-Carboxaldehyde